1-(2-fluoroisonicotinoyl)-3-methyl-1,2,3,6-tetrahydropyridin FC=1C=C(C(=O)N2CC(C=CC2)C)C=CN1